FC=1C=CC=C2C=C(NC12)C(=O)N[C@H](C(=O)N[C@H](CO)C[C@H]1C(NCC1)=O)C[Si](C)(C)C 7-Fluoro-N-((R)-1-(((S)-1-hydroxy-3-((S)-2-oxopyrrolidin-3-yl)propan-2-yl)amino)-1-oxo-3-(trimethylsilyl)propan-2-yl)-1H-indole-2-carboxamide